5-bromo-3-[(1R)-1-(2-chlorophenyl)ethoxy]pyridin-2-amine BrC=1C=C(C(=NC1)N)O[C@H](C)C1=C(C=CC=C1)Cl